FC1(CCC(CC1)[C@@H](C(NC1=NC=CC(=C1)CN1C(N[C@@H](C1)C(F)(F)F)=O)=O)NC(=O)C=1C(=NOC1)CC)F N-((S)-1-(4,4-Difluorocyclohexyl)-2-oxo-2-((4-(((S)-2-oxo-4-(trifluoromethyl)imidazolidin-1-yl)methyl)pyridin-2-yl)amino)ethyl)-3-ethylisoxazole-4-carboxamide